CC1=C(C(=O)N([C@H]2CNCCC2)C2=NC=CC3=C2C(=CS3)C)C=CC(=C1)C=1SC(=NN1)C 2-methyl-4-(5-methyl-1,3,4-thiadiazol-2-yl)-N-(3-methylthieno[3,2-c]pyridin-4-yl)-N-[(3R)-3-piperidyl]benzamide